{1-[1-(5-ethylthiazol-2-yl)-(S)-2-(4-sulfoaminophenyl)ethylcarbamoyl]-(S)-2-phenylethyl}methylcarbamic acid tert-butyl ester C(C)(C)(C)OC(N(C)[C@@H](CC1=CC=CC=C1)C(N[C@@H](CC1=CC=C(C=C1)NS(=O)(=O)O)C=1SC(=CN1)CC)=O)=O